C1=CC=CC=2C3=CC=CC=C3C(C12)COC(=O)NC=1C=CN(C1)C 4-[(9-fluorenylmethoxycarbonyl)amino]-1-methylpyrrole